COC([C@H](N)[C@H](C)CC)=O D-isoleucine methyl ester